C(#N)[C@H](C[C@H]1C(NCC1)=O)NC(=O)[C@@H]1[C@H]2C([C@H]2CN1C([C@H](C)N(C)C(COC)=O)=O)(C)C (1R,2S,5S)-N-[(1S)-1-cyano-2-[(3S)-2-oxopyrrolidin-3-yl]ethyl]-3-[(2S)-2-[(2-methoxyacetyl)-methyl-amino]propanoyl]-6,6-dimethyl-3-azabicyclo[3.1.0]hexane-2-carboxamide